C(C)OC=1C=2N(C=C(C1)C=1NC3=CC=C(C=C3C1C(C)C)C1CCNCC1)N=C(N2)C 8-ethoxy-6-(3-isopropyl-5-(piperidin-4-yl)-1H-indol-2-yl)-2-methyl-[1,2,4]triazolo[1,5-a]pyridine